5-(4-(2-(2-(2-(2,3-difluoro-6-(2-morpholinothiazol-4-yl)phenoxy)ethoxy)ethoxy)acetyl)piperazin-1-yl)-2-(2,6-dioxopiperidin-3-yl)-6-fluoroisoindoline-1,3-dione FC1=C(OCCOCCOCC(=O)N2CCN(CC2)C=2C=C3C(N(C(C3=CC2F)=O)C2C(NC(CC2)=O)=O)=O)C(=CC=C1F)C=1N=C(SC1)N1CCOCC1